C(C)C=1N(C(=CN1)C1=CC=NC=C1)C1=CC=C(OCC2=NC3=C(N2C)C=CC=C3)C=C1 2-((4-(2-ethyl-5-(pyridin-4-yl)-1H-imidazol-1-yl)phenoxy)methyl)-1-methyl-1H-benzo[d]imidazole